dimethylaminopropylfluorene CN(C)CCCC1=CC=CC=2C3=CC=CC=C3CC12